5-[5-[(1R)-1-(3,5-dichloro-4-pyridyl)ethoxy]-1H-indazol-3-yl]-3-methyl-N-tetrahydropyran-4-yl-pyridin-2-amine ClC=1C=NC=C(C1[C@@H](C)OC=1C=C2C(=NNC2=CC1)C=1C=C(C(=NC1)NC1CCOCC1)C)Cl